ClC=1C=CC2=C(CC3(CC=4N2C(=NN4)N4CCN(CC4)C4=NC=CC=C4Cl)OCCO3)C1 8'-chloro-1'-[4-(3-chloropyridin-2-yl)piperazin-1-yl]-4'H,6'H-spiro[1,3-dioxolan-2,5'-[1,2,4]triazolo[4,3-a][1]benzazepine]